CC1(CC1)C1=NC(=NO1)N[C@@H]1C[C@H](CC1)NC1=CC=C(C=N1)N1N=CC=CC1=O 2-(6-(((1S,3S)-3-((5-(1-methylcyclopropyl)-1,2,4-oxadiazol-3-yl)amino)cyclopentyl)amino)pyridin-3-yl)pyridazin-3(2H)-one